C1[C@H]2N(CCN1)CCC2 (S)-octahydropyrrolo[1,2-a]pyrazine